C1(=CC=CC=C1)C(C(C1=CC=CC=C1)=O)(O)C1=CC=CC=C1 alpha-phenylbenzoin